(R)-4-[3-(4-aminopyrido[3,2-d]pyrimidin-6-yl)phenyl]-2-(5-methylisoxazol-3-yl)but-3-yn-2-ol NC=1C2=C(N=CN1)C=CC(=N2)C=2C=C(C=CC2)C#C[C@@](C)(O)C2=NOC(=C2)C